7-fluoro-6-aminoquinoline FC1=C(C=C2C=CC=NC2=C1)N